CC1=C(CCNC(C2=NC=CC=C2)=O)C(=CC=C1)[Se]C1=CC=CC=C1 N-(2-methyl-6-(phenylselanyl)phenethyl)picolinamide